ClC1=C(C=C(N=N1)N1CC2CCC(C1)O2)N2[C@@H](COCC2)C 3-(6-chloro-5-((R)-3-methylmorpholino)pyridazin-3-yl)-8-oxa-3-azabicyclo[3.2.1]octane